COC(C1=CN=C(C(=C1)NC(=O)OCC)C(C)NC)=O methyl-5-((ethoxycarbonyl)amino)-6-(1-(methylamino)ethyl)-nicotinate